N[C@H](C(=O)N1[C@@H]([C@H]2C([C@H]2C1)(C)C)C(=O)OC)C(C)(C)C methyl (1R,2S,5S)-3-((S)-2-amino-3,3-dimethylbutanoyl)-6,6-dimethyl-3-azabicyclo[3.1.0]hexane-2-carboxylate